5-chloro-2-[[4-(difluoromethyl)-2-[4-(trifluoromethyl)phenyl]imidazol-1-yl]methyl]-3-fluoro-pyridine ClC=1C=C(C(=NC1)CN1C(=NC(=C1)C(F)F)C1=CC=C(C=C1)C(F)(F)F)F